(3-amino-2,4-difluorophenyl)(5-bromo-1H-pyrrolo[2,3-b]pyridin-3-yl)methanone NC=1C(=C(C=CC1F)C(=O)C1=CNC2=NC=C(C=C21)Br)F